C(C)OC(NS(=O)(=O)C=1SC(=CC1C1=CC=C(C=C1)CN1C(=NC=C1)C)CC(C)C)=O Ethyl-(5-isobutyl-3-(4-((2-methyl-1H-imidazol-1-yl)methyl)phenyl)thiophen-2-yl)sulfonyl-carbamat